4-bromo-7-iodo-2-methyl-2H-indazole BrC=1C2=CN(N=C2C(=CC1)I)C